COC(=O)C1=C(C(=C(C(=C1C(=O)OC)C(=O)OC)C(=O)OC)C(=O)OC)C1=C(C(=C(C(=C1C(=O)OC)C(=O)OC)C(=O)OC)C(=O)OC)C(=O)OC biphenyl-decaformic acid decamethyl ester